CC=1C=C(C=O)C=C(C1OCCNC1=NOC(=C1)C)C 3,5-dimethyl-4-(2-(5-methylisoxazol-3-ylamino)ethoxy)benzaldehyde